2-(6-(3-(4,6-diphenyl-pyrimidin-2-yl)phenyl)pyrimidin-2-yl)phenol C1(=CC=CC=C1)C1=NC(=NC(=C1)C1=CC=CC=C1)C=1C=C(C=CC1)C1=CC=NC(=N1)C1=C(C=CC=C1)O